ClC1=NC=C(C=O)C(=C1)C=1C=NC(=NC1)C(F)(F)F 6-Chloro-4-(2-(trifluoromethyl)pyrimidin-5-yl)nicotinaldehyde